FC=1C=C(C2=C(N=C(S2)N)C1)F 5,7-difluorobenzo[d]thiazol-2-amine